4-(1H-imidazol-1-yl)methoxybenzaldehyde N1(C=NC=C1)COC1=CC=C(C=O)C=C1